3-(1-pyridyl)propanesulfonic acid (3-(1-pyridinio) propanesulfonate) [N+]1(=CC=CC=C1)CCCS(=O)(=O)[O-].N1(CC=CC=C1)CCCS(=O)(=O)O